(2-chloro-6-(1H-tetrazol-1-yl)phenyl)methylamine ClC1=C(C(=CC=C1)N1N=NN=C1)CN